5-(4-(cyclopentylmethyl)phenyl)-3-(3-(fluoromethyl)azetidine-1-carbonyl)-7-oxo-4,7-dihydropyrazolo[1,5-a]pyrimidine-2-Carboxamide C1(CCCC1)CC1=CC=C(C=C1)C=1NC=2N(C(C1)=O)N=C(C2C(=O)N2CC(C2)CF)C(=O)N